(2S,4S)-4-(2-(1H-imidazol-2-yl)acetamido)-1-(2-methylbenzofuro[3,2-d]pyrimidin-4-yl)pyrrolidine-2-carboxylic acid N1C(=NC=C1)CC(=O)N[C@H]1C[C@H](N(C1)C=1C2=C(N=C(N1)C)C1=C(O2)C=CC=C1)C(=O)O